Cl.COC(C1=CN=CC(=C1)CCl)=O methyl-5-(chloromethyl)nicotinate hydrochloride salt